ethyl 5-(2-((6,7-dichloronaphthalen-2-yl)amino)ethyl)isoxazole-3-carboxylate ClC=1C=C2C=CC(=CC2=CC1Cl)NCCC1=CC(=NO1)C(=O)OCC